C[C@@]12N(CCNC1)CCC2 (8aS)-8a-methylhexahydropyrrolo[1,2-a]pyrazin